ClC1=C(C=CC=C1)[C@H]([C@@H](C)C=1N(C(C(=C(N1)C(=O)NC=1C=NOC1)O)=O)C)C=1C=NN(C1)CC 2-((1R,2R)-1-(2-chlorophenyl)-1-(1-ethyl-1H-pyrazol-4-yl)propan-2-yl)-5-hydroxy-N-(isoxazol-4-yl)-1-methyl-6-oxo-1,6-dihydropyrimidine-4-carboxamide